(R)-(4-Cyclopropyl-phenyl)-(1,3-dimethyl-azetidin-3-yl)-{5-[3-(4-methoxy-tetrahydro-pyran-4-yl)-[1,2,4]oxadiazol-5-yl]-pyridin-3-yl}-methanol C1(CC1)C1=CC=C(C=C1)[C@](O)(C=1C=NC=C(C1)C1=NC(=NO1)C1(CCOCC1)OC)C1(CN(C1)C)C